(S)-3-(2,2-dimethylbutylamino)-3-phenylpropionic acid CC(CN[C@@H](CC(=O)O)C1=CC=CC=C1)(CC)C